C(C)(C)(C)[S@](=O)\N=C\C1CCN(CC1)C(=O)OCC1=CC=CC=C1 benzyl (S,E)-4-(((tert-butylsulfinyl)imino)methyl)piperidine-1-carboxylate